2-(4-chlorophenyl-amino)furo[2,3-d]pyrimidine-5-carbohydrazide ClC1=CC=C(C=C1)NC=1N=CC2=C(N1)OC=C2C(=O)NN